3'-amino-4'-(4-methylpiperazin-1-yl)-[1,1'-biphenyl] NC=1C=C(C=CC1N1CCN(CC1)C)C1=CC=CC=C1